(2S,4S)-4-(7-bromo-6-fluoro-8-iodo-4-((S)-1-((S)-1-methylpyrrolidin-2-yl)ethoxy)-1H-pyrazolo[4,3-c]quinolin-1-yl)-2-(cyanomethyl)piperidine-1-carboxylic acid tert-butyl ester C(C)(C)(C)OC(=O)N1[C@@H](C[C@H](CC1)N1N=CC=2C(=NC=3C(=C(C(=CC3C21)I)Br)F)O[C@@H](C)[C@H]2N(CCC2)C)CC#N